S1C(NC=C1)=O 3H-1,3-thiazol-2-one